(2-(4-(carboxymethyl)-2,5-dihydroxybenzoylamino)phenyl)acetic acid C(=O)(O)CC1=CC(=C(C(=O)NC2=C(C=CC=C2)CC(=O)O)C=C1O)O